C(C)(C)(C)OC(=O)[C@@H]1CCCC=2N1C(N(N2)CC2=NC=CC(=C2Cl)C(F)(F)F)=O tert-Butyl-(5S)-2-{[3-chloro-4-(trifluoromethyl)pyridin-2-yl]methyl}-3-oxo-2,3,5,6,7,8-hexahydro[1,2,4]triazolo[4,3-a]pyridine-5-carboxylate